bis(1,4-dimethylindenyl)zirconium dichloride [Cl-].[Cl-].CC1C(=CC2=C(C=CC=C12)C)[Zr+2]C=1C(C2=CC=CC(=C2C1)C)C